1-(4-hydroxyphenyl)-3-(m-tolyl)prop-2-en-1-one OC1=CC=C(C=C1)C(C=CC=1C=C(C=CC1)C)=O